C(=O)(OC(C)(C)C)N1C(CCC1)=O Bocpyrrolidinone